6-((2S,5R)-5-Ethyl-2-methyl-4-((S)-1-(4-(trifluoromethyl)phenyl)ethyl)piperazin-1-yl)-3,8-dimethyl-9-(((S)-tetrahydrofuran-2-yl)methyl)-3,9-dihydro-2H-purin-2-one C(C)[C@H]1N(C[C@@H](N(C1)C=1C=2N=C(N(C2N(C(N1)=O)C)C[C@H]1OCCC1)C)C)[C@@H](C)C1=CC=C(C=C1)C(F)(F)F